tert-butyl (1-(2-bromo-4-chloro-3-fluorobenzyl)cyclopropyl)(methyl)carbamate BrC1=C(CC2(CC2)N(C(OC(C)(C)C)=O)C)C=CC(=C1F)Cl